C(C)(=O)SC1=CC=2C3=CC(=C(C=C3C3=CC(=C(C=C3C2C=C1SC(C)=O)SC(C)=O)SC(C)=O)SC(C)=O)SC(C)=O 2,3,6,7,10,11-hexa(acetylthio)triphenylene